n-ButylCyclohexane CCCCC1CCCCC1